Boc-phenylalanyl-hexadecylamine C(=O)(OC(C)(C)C)N[C@@H](CC1=CC=CC=C1)C(=O)NCCCCCCCCCCCCCCCC